C(C1=CC=CC=C1)OC(N(C)CC12CN(C(C1)C2)C2=NC=CC(=N2)NC2=NNC(=C2)C2CC2)=O N-[[2-[4-[(5-cyclopropyl-1H-pyrazol-3-yl)amino]pyrimidin-2-yl]-2-azabicyclo[2.1.1]hex-4-yl]methyl]-N-methyl-carbamic acid benzyl ester